C1(=CC=CC=C1)C(C)C1=CN=C(S1)N 5-(1-phenylethyl)thiazol-2-amine